NC=1C2=C(N=CN1)N(C(=C2C=2C=NC=C(C2)N2CCOCC2)C2=CC=C(C=C2)NC(C(=C)C)=O)C N-(4-(4-amino-7-methyl-5-(5-morpholinopyridin-3-yl)-7H-pyrrolo[2,3-d]pyrimidin-6-yl)phenyl)methacrylamide